C1(CC1)C(=O)NC(C)(C)C=1N=NN(C1)[C@H](C(=O)N1[C@@H](C[C@H](C1)O)C(=O)NC)C(C)(C)C (2S,4R)-1-[(2S)-2-[4-[1-(cyclopropanecarbonylamino)-1-methyl-ethyl]triazol-1-yl]-3,3-dimethyl-butanoyl]-4-hydroxy-N-methyl-pyrrolidine-2-carboxamide